chloro-3-(1-ethoxyvinyl)-4-methoxypyridazine ClC=1C(=C(N=NC1)C(=C)OCC)OC